6-(2-bromo-3-(bis([1,1'-biphenyl]-4-yl)amino)phenoxy)-9,9-dimethyl-N,N-diphenyl-9H-fluoren-2-amine BrC1=C(OC=2C=C3C=4C=CC(=CC4C(C3=CC2)(C)C)N(C2=CC=CC=C2)C2=CC=CC=C2)C=CC=C1N(C1=CC=C(C=C1)C1=CC=CC=C1)C1=CC=C(C=C1)C1=CC=CC=C1